N1=CNC(C2=CC=CC=C12)=O 3,4-dihydro-quinazolin-4-one